BrC=1C=C2C(=NC1)N(N=C2Cl)C 5-bromo-3-chloro-1-methyl-1H-pyrazolo[3,4-b]pyridine